N,N'-dibenzylethane-1,2-diamine bis-p-toluenesulfonate CC1=CC=C(C=C1)S(=O)(=O)O.CC1=CC=C(C=C1)S(=O)(=O)O.C(C1=CC=CC=C1)NCCNCC1=CC=CC=C1